C(C=C)(=O)N1[C@@H](CN(C[C@@H]1C)C=1C2=C(N(C(N1)=O)C=1C(=NC=CC1C)C(C)C)N=C(C(=C2)Cl)C2=C(C=CC=C2F)N)C (M)-4-(4-acryloyl-cis-3,5-dimethylpiperazin-1-yl)-7-(2-amino-6-fluorophenyl)-6-chloro-1-(2-isopropyl-4-methylpyridin-3-yl)pyrido[2,3-d]pyrimidin-2(1H)-one